2-Aminocyclohexanol NC1C(CCCC1)O